3-(1-methyl-1H-pyrazol-4-yl)cyclohex-3-ene-1-carboxylic acid benzyl ester C(C1=CC=CC=C1)OC(=O)C1CC(=CCC1)C=1C=NN(C1)C